CN1C(=CC=2C1=NC=CC2N2C[C@@H](O[C@@H](C2)C)C)C (2S,6R)-4-(1,2-dimethyl-1H-pyrrolo[2,3-b]pyridin-4-yl)-2,6-dimethylmorpholine